COC1=CC=C(C=C1)C=1C(=C(C(=O)O)C=CC1)CC.COC1=CC=C(C=C1)C=1C(=C(C(=O)O)C=CC1)CC.BrC(C(=O)OC=C(C)OC)=C (2-methoxy-propenyl) 2-bromo-2-propenoate (e)-bis(4-methoxy-phenyl-ethyl-benzoate)